(S)-3-(benzyloxy)-N-(1-(4-fluorophenyl)-4-hydroxybutyl)-1-hydroxycyclobutane-1-carboxamide C(C1=CC=CC=C1)OC1CC(C1)(C(=O)N[C@@H](CCCO)C1=CC=C(C=C1)F)O